BrC1C(CCC(C1)(F)F)=O 2-bromo-4,4-difluorocyclohexanone